N[C@H](CC(=O)O)CCCNC(=O)OC(C)(C)C (3S)-3-amino-6-(tert-butoxycarbonylamino)hexanoic acid